2-cyclohexyl-2-(2-methyldiphenylsilylethyl)-1-ethoxy-3-methoxy-propane C1(CCCCC1)C(COCC)(COC)CC[Si](C1=CC=CC=C1)(C1=CC=CC=C1)C